C1(=CC=C(C=C1)O)O 1,4-benzenediol